dideuterio-(2,3-dideuterio-5-fluoro-2,3-dihydrobenzofuran-4-yl)methanamine [2H]C(N)(C1=C(C=CC2=C1C(C(O2)[2H])[2H])F)[2H]